3-((3-(Bis(4-methoxyphenyl)(phenyl)methoxy)propyl)disulfanyl)-3-methylbutan-1-ol COC1=CC=C(C=C1)C(OCCCSSC(CCO)(C)C)(C1=CC=CC=C1)C1=CC=C(C=C1)OC